COC1=C(C=CC(=C1)N)NC(=O)C=1C=NC=C(C1)Cl N-(2-methoxy-4-aminophenyl)-5-chloropyridine-3-carboxamide